N(=C=O)C1(C(C(CCC1)N=C=O)C)N=C=O 1,3-diisocyanato-methyl-1-isocyanatocyclohexane